COC1(CN(C1)C=1OC=C(N1)C(=O)N)C 2-(3-methoxy-3-methylazetidin-1-yl)oxazole-4-carboxamide